6,7-bis(2-methoxylethoxy)-4-(4-((3-nitrophenyl)sulfonyl)piperazin-1-yl)quinazoline O(C)CCOC=1C=C2C(=NC=NC2=CC1OCCOC)N1CCN(CC1)S(=O)(=O)C1=CC(=CC=C1)[N+](=O)[O-]